(3S)-3-[5-[4-[[1-[4-[(1S,2R)-2-(cyclopentylmethyl)-4,4-difluoro-6-hydroxy-tetralin-1-yl]phenyl]-4-piperidyl]methyl]piperazin-1-yl]-1-oxo-isoindolin-2-yl]piperidine-2,6-dione C1(CCCC1)C[C@H]1[C@H](C2=CC=C(C=C2C(C1)(F)F)O)C1=CC=C(C=C1)N1CCC(CC1)CN1CCN(CC1)C=1C=C2CN(C(C2=CC1)=O)[C@@H]1C(NC(CC1)=O)=O